5-bromo-3-(1-((tetrahydro-2H-pyran-4-yl)methyl)-1H-pyrazol-4-yloxy)pyrazin-2-amine BrC=1N=C(C(=NC1)N)OC=1C=NN(C1)CC1CCOCC1